C(C)(=O)OC1O[C@]([C@H]([C@H]1C1=C(C(=C(C=C1)OC(C)=O)F)OC)C)(C(F)(F)F)C (3S,4S,5R)-3-(4-acetoxy-3-fluoro-2-methoxyphenyl)-4,5-dimethyl-5-(trifluoromethyl)tetrahydrofuran-2-yl acetate